(2R)-2-[[9-isopropyl-6-[[4-(2-pyridyl)phenyl]methylamino]purin-2-yl]amino]butan-1-ol C(C)(C)N1C2=NC(=NC(=C2N=C1)NCC1=CC=C(C=C1)C1=NC=CC=C1)N[C@@H](CO)CC